N[C@H](C(=O)O)CC1=CC(=C(C=C1)O)O (S)-2-amino-3-(3,4-dihydroxyphenyl)propionic acid